C1(NC(C=2CC(CC(C12)=O)=O)=O)=O isoindole-1,3,5,7(2H,6H)-tetraone